methyl 3-carbonylcyclobutanecarboxylate C(=O)=C1CC(C1)C(=O)OC